2-((6-chloro-4'-fluoro-3'-methyl-[1,1'-biphenyl]-2-yl)amino)benzoic acid ClC1=CC=CC(=C1C1=CC(=C(C=C1)F)C)NC1=C(C(=O)O)C=CC=C1